2-CHLORO-3-METHYLBUTANOIC ACID ClC(C(=O)O)C(C)C